O=C1N(CC2=CC(=CC=C12)C=C)C1C(NC(CC1)=O)=O 3-(1-oxo-5-vinylisoindolin-2-yl)piperidine-2,6-dione